N1(CCCCCC1)C1=CC=C(C=C1)C(\C=C\C1=CC(=C(C=C1)O)[N+](=O)[O-])=O (E)-1-[4-(Azepan-1-yl)phenyl]-3-(4-hydroxy-3-nitrophenyl)prop-2-en-1-one